P(=O)(OCCC#N)(OCCC#N)OCCC#N tri(cyanoethyl) phosphate